CN1N=CC(=C1)C=1N=C(C=2N(C1)N=CC2)O[C@@H]2CCN(CCC2)S(=O)(=O)C=C (S)-6-(1-methylpyrazol-4-yl)-4-(1-vinylsulfonylazepan-4-yl)oxy-pyrazolo[1,5-a]pyrazine